N-[[3-[3-[[6-(Cyclopropanecarboxamido)-3-(trideuteromethylcarbamoyl)pyridazin-4-yl]amino]-2-methoxy-phenyl]-1,2,4-Oxadiazol-5-yl]methyl]-N-methyl-carbamic acid tert-butyl ester C(C)(C)(C)OC(N(C)CC1=NC(=NO1)C1=C(C(=CC=C1)NC1=C(N=NC(=C1)NC(=O)C1CC1)C(NC([2H])([2H])[2H])=O)OC)=O